N,N-dimethyl-N-ethylcyclohexylammonium hydroxide [OH-].C[N+](CC)(C)C1CCCCC1